C1(CCCCC1)[C@@H](C(=O)N1C[C@@H](NCC1)C)NC([C@H](C)N(C(OC(C)(C)C)=O)C)=O tert-butyl ((S)-1-(((S)-1-cyclohexyl-2-((S)-3-methylpiperazin-1-yl)-2-oxoethyl)amino)-1-oxopropan-2-yl)(methyl)carbamate